trans-N,N-dimethyl-1-(4-(2-(4,4,5,5-tetramethyl-1,3,2-dioxaborolan-2-yl)vinyl)phenyl)formamide CN(C(=O)C1=CC=C(C=C1)\C=C\B1OC(C(O1)(C)C)(C)C)C